C1(CC1)C=1C=C(C=C2C(=NNC12)NC(C1=CC(=C(C=C1)F)F)=O)C N-(7-cyclopropyl-5-methyl-1H-indazol-3-yl)-3,4-difluorobenzamide